3-ethylsuccinimide hydrochloride Cl.C(C)C1CC(=O)NC1=O